O=C1N(N=C(C2=CC=CC=C12)C=1C=C(C=CC1)C=[NH+][O-])C1=CC=CC=C1 1-(3-(4-oxo-3-phenyl-3,4-dihydrophthalazin-1-yl)phenyl)methanimine oxide